ClC=1C(=C2C=NN(C2=CC1)C1OCCCC1)OB(O)O [5-chloro-1-(3,4,5,6-tetrahydro-2H-pyran-2-yl)indazol-4-yl]boric acid